(beta-hydroxyethyl)-1,4-cyclohexanediamide OCCC1(CCC(CC1)C(=O)N)C(=O)N